O(C1=CC=CC=C1)C1CCN(CC1)C(=O)C1=NN(N=C1)C1=CC=CC=C1 4-phenoxy-1-(2-phenyl-2H-1,2,3-triazole-4-carbonyl)piperidine